(4-chlorobenzoyl)-3-fluoro-5-(1-methyl-1H-pyrazole-3-carbonyl)benzoic acid ClC1=CC=C(C(=O)C2=C(C(=O)O)C=C(C=C2F)C(=O)C2=NN(C=C2)C)C=C1